C(C)OC1=CC=C(N=N1)N1C(O[C@]2(C1)C[C@@](CCC2)(C)CN2C=NC1=C2C=C(C=C1)C#N)=O 1-({(5s,7s)-3-[6-(ethoxy)-3-pyridazinyl]-7-methyl-2-oxo-1-oxa-3-azaspiro[4.5]decan-7-yl}methyl)-1H-benzimidazole-6-carbonitrile